4-(3-(4,4,5,5-tetramethyl-1,3,2-dioxaborolane-2-yl)phenyl)-1-trityl-1H-pyrazole CC1(OB(OC1(C)C)C=1C=C(C=CC1)C=1C=NN(C1)C(C1=CC=CC=C1)(C1=CC=CC=C1)C1=CC=CC=C1)C